C1(CC1)C1=NN(C=N1)C1CC2(CN(C2)C(=O)N2CC3(C2)CC(C3)CC3=CC=C(C=C3)P(=O)(C)C)C1 [6-(3-cyclopropyl-1,2,4-triazol-1-yl)-2-azaspiro[3.3]heptan-2-yl]-[6-[(4-dimethylphosphorylphenyl)methyl]-2-azaspiro[3.3]heptan-2-yl]methanone